C(C)(C)(C)OC(C1=C(C=C(C(=C1)F)N1N=C(N(C1=O)C(C)C)C)F)=O 2,5-difluoro-4-(4-isopropyl-3-methyl-5-oxo-1,2,4-triazol-1-yl)benzoic acid tert-butyl ester